6-Methyl-1-(4-(morpholinylmethyl)phenyl)-1,4-dihydrothiochromeno[4,3-c]pyrazole-3-carboxylate CC1=CC=CC2=C1SCC1=C2N(N=C1C(=O)[O-])C1=CC=C(C=C1)CN1CCOCC1